NC1=NC(=CC(=N1)N1CCC2(C[C@H](NC2)C(=O)O)CC1)O[C@@H](C(F)(F)F)C1=C(C=C(C=C1)C1=CC=C(C=C1)OC(C)C)N1N=C(C=C1)C (S)-8-(2-amino-6-((R)-2,2,2-trifluoro-1-(4'-isopropoxy-3-(3-methyl-1H-pyrazol-1-yl)-[1,1'-biphenyl]-4-yl)ethoxy)pyrimidin-4-yl)-2,8-diazaspiro[4.5]decane-3-carboxylic acid